[Ge]=O.[Mg] magnesium-germanium-oxide